thulium Tin 5-(2-(4-(4-fluoro-2-methyl-1H-indol-5-yloxy)-6-methoxyquinolin-7-yloxy)ethyl)-5-azaspiro[2.4]-heptan-7-ol FC1=C2C=C(NC2=CC=C1OC1=CC=NC2=CC(=C(C=C12)OC)OCCN1CC2(CC2)C(C1)O)C.[Sn].[Tm]